4-[2-(4-bromophenoxy)ethyl]-1-methyl-1,4-diazepan-2-one BrC1=CC=C(OCCN2CC(N(CCC2)C)=O)C=C1